Methyl 2-((tert-butoxycarbonyl)amino)-2-(4-((2,2-dimethylpentyl)oxy)phenyl)acetate C(C)(C)(C)OC(=O)NC(C(=O)OC)C1=CC=C(C=C1)OCC(CCC)(C)C